4-formylpiperidine Pyridine-1-carboxylate N1(CC=CC=C1)C(=O)O.C(=O)C1CCNCC1